CC1=CC=C(C=C1)OC([2H])([2H])[2H] 1-methyl-4-(trideuteriomethoxy)benzene